[(7R,9aR)-7-(4-chlorophenyl)-7-hydroxy-3,4,6,8,9,9a-hexahydro-1H-pyrido[1,2-a]pyrazin-2-yl]-(2-chloro-3-methoxyphenyl)methanone ClC1=CC=C(C=C1)[C@@]1(CC[C@H]2N(CCN(C2)C(=O)C2=C(C(=CC=C2)OC)Cl)C1)O